succinimidylazelate C1(CCC(N1C(C(=O)[O-])CCCCCCC(=O)[O-])=O)=O